CN1N=CC(=C1C1=CC=2N(C=C1)N=C(C2)NC2=NC=NC=C2)O[C@@H]2CN(CC2)C 5-[2-methyl-4-[(3S)-1-methylpyrrolidin-3-yl]oxy-pyrazol-3-yl]-N-pyrimidin-4-yl-pyrazolo[1,5-a]pyridin-2-amine